ClC1=CC=C(C=C1)[C@@H]1N(CC[C@H]1NS(=O)(=O)C1=CC=C(C=C1)OC(F)(F)F)C Trans-N-(2-(4-chlorophenyl)-1-methylpyrrolidin-3-yl)-4-(trifluoromethoxy)benzenesulfonamide